N-(4-(5-(difluoromethyl)-1,3,4-oxadiazol-2-yl)-2-fluorobenzyl)-1-ethyl-N-phenylpiperidine-4-sulfonamide FC(C1=NN=C(O1)C1=CC(=C(CN(S(=O)(=O)C2CCN(CC2)CC)C2=CC=CC=C2)C=C1)F)F